dimethyltricyclo[7.1.1.02,7]Undec-2-en-4-one CC1=C2C3(CC(CC2CCC1=O)C3)C